C(=C)C1=NC(=NO1)C=1C=C(C=CC1)C(C(=O)O)C(=O)O 2-(3-(5-vinyl-1,2,4-oxadiazol-3-yl)phenyl)malonic acid